8-(4-(4-Hydroxybutoxy)-3-methoxyphenyl)-2,2-diphenyl-6H-[1,3]dioxolo[4,5-h]chromen-6-one OCCCCOC1=C(C=C(C=C1)C=1OC=2C3=C(C=CC2C(C1)=O)OC(O3)(C3=CC=CC=C3)C3=CC=CC=C3)OC